2-(Methylsulfonyl)-N-({5-[4-(trifluoromethoxy)phenyl]-4H-1,2,4-triazol-3-yl}methyl)-7-(trifluoromethyl)imidazo[2,1-f][1,2,4]triazin-4-amine CS(=O)(=O)C1=NN2C(C(=N1)NCC1=NN=C(N1)C1=CC=C(C=C1)OC(F)(F)F)=NC=C2C(F)(F)F